(E)-N-(diethylaminoformyl)-4-(1,2-oxazetidin-2-yl)-4-oxo-but-2-enamide C(C)N(CC)C(=O)NC(\C=C\C(=O)N1OCC1)=O